FC1=C(C=C(C=C1)F)C(CNC(=O)[C@]1([C@@H](CC[C@H](C1)C)C(C)C)O)=O (1s,2s,5r)-N-[2-(2,5-difluorophenyl)-2-oxo-ethyl]-1-hydroxy-2-isopropyl-5-methyl-cyclohexanecarboxamide